N-(1-cyclopropyl-2-oxo-1,2-dihydropyridin-3-yl)-6-isopropoxy-2-((1R,4R)-1-(methoxymethyl)-2-oxabicyclo[2.2.1]heptan-4-yl)-2H-pyrazolo[3,4-b]pyridine-5-carboxamide C1(CC1)N1C(C(=CC=C1)NC(=O)C1=CC=2C(N=C1OC(C)C)=NN(C2)[C@]21CO[C@](CC2)(C1)COC)=O